sulfinyl-bis(2-tert-butyl-5-methylphenol) S(=O)(C=1C(=C(C=C(C1)C)O)C(C)(C)C)C=1C(=C(C=C(C1)C)O)C(C)(C)C